C(C=C)N1C(=NC(=C1)C(F)(F)F)C1=C(C=C(C#N)C=C1)C=C 4-(1-allyl-4-(trifluoromethyl)-1H-imidazol-2-yl)-3-vinylbenzonitrile